4-(1,3-dioxolan-2-yl)-N-hydroxybenzoamidine O1C(OCC1)C1=CC=C(C(=N)NO)C=C1